5-(5-(2-hydroxy-6-methyl-4-(trifluoromethyl)phenyl)-2H-[1,2,3]triazolo[4,5-b]pyridin-2-yl)piperidin-2-one OC1=C(C(=CC(=C1)C(F)(F)F)C)C=1C=CC=2C(N1)=NN(N2)C2CCC(NC2)=O